dihydroinden C1CCC2=CC=CC=C12